C(C)(C)(C)OC(=O)N(C(OC(C)(C)C)=O)CCOCCOCCOCCOCCCO tert-butyl N-tert-butoxycarbonyl-N-[2-[2-[2-[2-(3-hydroxypropoxy)ethoxy]ethoxy]ethoxy]ethyl]carbamate